pentamethylcyclopentadienylrhodium(II) CC1=C(C(=C(C1([Rh+])C)C)C)C